4-{[3-(8-{[(3S,4R)-3-fluoro-1-methylpiperidin-4-yl]amino}-3-[(trifluoromethyl)sulfanyl]indolizin-2-yl)prop-2-yn-1-yl]amino}-N-[(2S)-2-hydroxypropyl]-3-methoxybenzamide F[C@H]1CN(CC[C@H]1NC1=CC=CN2C(=C(C=C12)C#CCNC1=C(C=C(C(=O)NC[C@H](C)O)C=C1)OC)SC(F)(F)F)C